(E)-1-Ethyl 4-hexyl 2-cyclopropylfumarate C1(CC1)/C(/C(=O)OCC)=C\C(=O)OCCCCCC